O=C1NC(CCC1N1C(C2=CC(=CC=C2C1)F)=O)=O 2-(2,6-dioxopiperidin-3-yl)-6-fluoro-1-oxoisoindoline